C(=C)C1=C(C=CC=C1)CC[Si](OC)(OC)OC 2-(2-ethenylphenyl)ethyl-trimethoxysilane